4-(BUT-2-YN-1-YLOXY)BENZALDEHYDE C(C#CC)OC1=CC=C(C=O)C=C1